BrC1=CC(=C2N(C1=O)C1(CC(C3=CC=C(C=C13)F)=O)NC2=O)Cl 6-bromo-8-chloro-6'-fluoro-2H-spiro[imidazo[1,5-a]pyridine-3,1'-indene]-1,3',5(2'H)-trione